C(C1=CC=CC=C1)OC(=O)NCCC1CC2(C1)CCN(CC2)C(=O)OC(C)(C)C tert-butyl 2-(2-{[(benzyloxy)carbonyl]amino}ethyl)-7-azaspiro[3.5]nonane-7-carboxylate